(R)-6-(1-(3-(1H-pyrazol-1-yl)propanoyl)piperidin-3-yl)-N-cyclopropyl-7-fluoro-N-methyl-4-(4-(piperazin-1-yl)phenyl)-1H-indole-2-carboxamide N1(N=CC=C1)CCC(=O)N1C[C@H](CCC1)C1=CC(=C2C=C(NC2=C1F)C(=O)N(C)C1CC1)C1=CC=C(C=C1)N1CCNCC1